Methyl 4-[(1S)-1-[[4-(2-phenoxyethylamino)cyclopentanecarbonyl]amino]ethyl]benzoate O(C1=CC=CC=C1)CCNC1CCC(C1)C(=O)N[C@@H](C)C1=CC=C(C(=O)OC)C=C1